FC1=C(C(=C(C(=C1[B-](C1=C(C(=C(C(=C1F)F)F)F)F)(C1=C(C(=C(C(=C1F)F)F)F)F)C1=C(C(=C(C(=C1F)F)F)F)F)F)F)F)F.C[NH+](C1=CC=C(C=C1)CCCCCCCCCCCCCCCCCCC)CCCCCCCCCCCCCCCCCC N-methyl-4-nonadecyl-N-octadecyl-anilinium tetrakis(pentafluorophenyl)borate